4,5-dihydroxycoumarin OC1=CC(OC2=CC=CC(=C12)O)=O